[Li+].C(C(=C)C)(=O)OCCCS(=O)(=O)[O-] 3-sulfopropyl methacrylate lithium salt